NC1=NC=CC(=C1Cl)OC1=C(C=C(C=C1)NC(=O)C1=C(N=C(S1)C1=CC=CC=C1)C)F N-(4-((2-amino-3-chloropyridin-4-yl)oxy)-3-fluorophenyl)-4-methyl-2-phenylthiazole-5-carboxamide